C1=CC=C2C=C(C=CC2=C1)NC3=CC4=CC=CC=C4C=C3 2,2'-Dinaphthylamine